O1P(OCCCCCCCC1)OP([O-])[O-] octylene diphosphite